1-(5-(5-isopropoxy-1-trityl-1H-indazol-3-yl)pyridazin-3-yl)azetidin-3-ol C(C)(C)OC=1C=C2C(=NN(C2=CC1)C(C1=CC=CC=C1)(C1=CC=CC=C1)C1=CC=CC=C1)C=1C=C(N=NC1)N1CC(C1)O